C(C)(C)(C)OC(=O)N[C@@H](CCO)C1=CC=CC=C1 (S)-3-(tert-butyloxycarbonyl)amino-3-phenylpropanol